C(C)(C)(C)OC(=O)N1CCC(CC1)CN1C[C@@H](CC1)NC1=NC=C(C=N1)C(F)(F)F (R)-4-((3-((5-(trifluoromethyl)pyrimidin-2-yl)amino)pyrrolidin-1-yl)methyl)piperidine-1-carboxylic acid tert-butyl ester